[Li+].CC(C)(C)O[Al-](OC(C)(C)C)OC(C)(C)C lithium tri-tert-butoxyaluminum hydride